ClC=1C=C(C=CC1Cl)N1C(N(C(C2=CC(=CC=C12)OCOC)=O)C=1C=NC=CC1)=O 1-(3,4-dichlorophenyl)-6-(methoxymethoxy)-3-(pyridin-3-yl)quinazoline-2,4(1H,3H)-dione